COC(=O)N1C([C@@H](CC1)C[C@@H](C(COC(=O)N1CCCCC1)=O)NC([C@@H](NC(=O)C=1NC2=CC=CC(=C2C1)OC)CC(C)C)=O)=O piperidine-1-carboxylic acid (3S)-4-[(3S)-1-(methoxycarbonyl)-2-oxopyrrolidin-3-yl]-3-({N-[(4-methoxy-1H-indol-2-yl) carbonyl]-L-leucinyl} amino)-2-oxobutyl ester